CC1=NN2C(=NC(=CC2=N1)NC(CC)=O)C=1OC(=CC1)C N-[2-methyl-5-(5-methylfuran-2-yl)-[1,2,4]triazolo[1,5-c]pyrimidin-7-yl]propanamide